ClC=1C=C(OC(C(C)F)N2CCCCC2)C=CC1 N-(1-(3-chlorophenoxy)-2-fluoropropyl)piperidin